C(#C)C1=CC=C(C=C1)C(C)=O p-ethynylacetophenone